(1-(2-(1H-pyrrolo[2,3-b]pyridin-3-yl)ethyl)-7-ethoxy-6-methoxy-3,4-dihydroisoquinolin-2(1H)-yl)(morpholino)methanone methyl-acrylate COC(C=C)=O.N1C=C(C=2C1=NC=CC2)CCC2N(CCC1=CC(=C(C=C21)OCC)OC)C(=O)N2CCOCC2